3-(5-(3-((4-Chlorobenzyl)amino)phenyl)-3-hydroxypicolinamido)-2,2-dimethylpropanoic acid ClC1=CC=C(CNC=2C=C(C=CC2)C=2C=C(C(=NC2)C(=O)NCC(C(=O)O)(C)C)O)C=C1